2-(2-cyano-3-(3,4-dihydroxy-5-nitrophenyl)acrylamido)-3-hydroxypropionic acid C(#N)C(C(=O)NC(C(=O)O)CO)=CC1=CC(=C(C(=C1)[N+](=O)[O-])O)O